4-methyl-N-(((3-(((4-methylphenyl)sulfonyl)oxy)phenyl)amino)carbonyl)benzenesulfonamide CC1=CC=C(C=C1)S(=O)(=O)NC(=O)NC1=CC(=CC=C1)OS(=O)(=O)C1=CC=C(C=C1)C